(trans)-(3-(3-chlorophenyl)allyl)(methyl)sulfur ClC=1C=C(C=CC1)/C=C/CSC